NC1=C(C(=O)N2C[C@@H](CCC2)N2N=CC(=C2)C=2C=C(C=3N(C2)N=CC3C#N)OC)C=CC=C1 (R)-6-(1-(1-(2-aminobenzoyl)piperidin-3-yl)-1H-pyrazol-4-yl)-4-methoxypyrazolo[1,5-a]pyridine-3-carbonitrile